FC1=CC=C(C=C1)S(=O)(=O)/C=C/CNC(=O)C=1C(NC=2CCN(CC2C1)C(=O)OC(C)(C)C)=O tert-butyl 3-([(2E)-3-(4-fluorobenzenesulfonyl)prop-2-en-1-yl]carbamoyl)-2-oxo-1,2,5,6,7,8-hexahydro-1,6-naphthyridine-6-carboxylate